O1[C@@H]2C(C(C1)OC[C@@]13CCC[C@H]1[C@@H]1C=CC4=CC(CC[C@]4(C)[C@H]1CC3)=O)O2 (1S,2S)-epoxy-(20S)-tetrahydrofuroxy-androsta-4,6-dien-3-one